OC(=O)C(F)(F)F.ClC1=CC(=C(COC2=NC(=CC=C2)C2CCNCC2)C=C1)F 2-((4-chloro-2-fluorobenzyl)oxy)-6-(piperidin-4-yl)pyridine TFA salt